CN(CCN(C1=NC(=C(C=C1NC(C=C)=O)NC=1N=CC2=C(N(C(N(C2)C2=CC=CC=C2)=O)C)N1)OC)C)C N-(2-((2-(dimethylamino)ethyl)(methyl)amino)-6-methoxy-5-((8-methyl-7-oxo-6-phenyl-5,6,7,8-tetrahydropyrimido[4,5-d]pyrimidin-2-yl)amino)pyridin-3-yl)acrylamide